FC=1C=C2C(=C(/C(/C2=CC1)=C/C1=CC(=CC=C1)OC1=CC=CC=C1)C)CC1=NOC(N1)=O (Z)-3-((5-Fluoro-2-methyl-1-(3-phenoxybenzylidene)-1H-inden-3-yl)methyl)-1,2,4-oxadiazol-5(4H)-one